C(C=C)(=O)[O-].[Ce+3].C(C=C)(=O)[O-].C(C=C)(=O)[O-] cerous acrylate